N-(4,5-dimethylisoxazol-3-yl)-2'-(2,2,2-trifluoroethoxy)-[1,1'-biphenyl]-2-sulfonamide CC=1C(=NOC1C)NS(=O)(=O)C=1C(=CC=CC1)C1=C(C=CC=C1)OCC(F)(F)F